C(C)(C)N1CC=2N(CC1=O)N=C(C2)N\C(\C)=C\2/C(NC1=CN=C(C=C12)C=1C=NC=CC1C)=O (Z)-5-Isopropyl-2-((1-(5-(4-methylpyridin-3-yl)-2-oxo-1H-pyrrolo[2,3-c]pyridin-3(2H)-ylidene)ethyl)amino)-4,5-dihydropyrazolo[1,5-a]pyrazin-6(7H)-one